C(C1=CC=CC=C1)N1C(=C(C2=C1C=C1C=NNC1=C2)C2=CC=C(C(=O)OC)C=C2)C(CC#N)(C)C methyl 4-[5-benzyl-6-(2-cyano-1,1-dimethyl-ethyl)-1H-pyrrolo[2,3-f]indazol-7-yl]benzoate